1,1-dimethylpiperidinium C[N+]1(CCCCC1)C